C(C)(C)(C)OC(=O)N[C@@H](C(=O)N[C@@H](C(=O)N[C@@H](C(=O)O)CCCC)CC(C)C)CC1=CC=CC=C1 (2R)-2-[[(2R)-2-[[(2R)-2-(tert-butoxycarbonylamino)-3-phenylpropionyl]amino]-4-methylpentanoyl]amino]hexanoic acid